3-[4-bromo-2-(8-chloro-4-oxo-chromen-2-yl)-5-methoxy-phenoxy]-N-methylsulfonyl-cyclobutanecarboxamide BrC1=CC(=C(OC2CC(C2)C(=O)NS(=O)(=O)C)C=C1OC)C=1OC2=C(C=CC=C2C(C1)=O)Cl